(3R,3aR,6S,6aR)-hexahydrofuro[3,2-b]furan-3,6-diyl bis(2-methylacrylate) CC(C(=O)O[C@H]1[C@@H]2[C@H](OC1)[C@H](CO2)OC(C(=C)C)=O)=C